methyl-2-chloronicotinic acid CC1=NC(=C(C(=O)O)C=C1)Cl